8-(tert-butyl) 6-methyl (1S,5R,6S)-3,8-diazabicyclo[3.2.1]octane-6,8-dicarboxylate [C@@H]12CNC[C@@H]([C@H](C1)C(=O)OC)N2C(=O)OC(C)(C)C